(11S)-13-(2,6-difluorophenyl)-11-methyl-4-(trifluoromethyl)-7-thia-9,12-diazatricyclo[6.5.0.02,6]trideca-1(8),2(6),12-trien-10-one FC1=C(C(=CC=C1)F)C1=N[C@H](C(NC=2SC=3CC(CC3C12)C(F)(F)F)=O)C